2-(2,6-dichlorophenyl)-1-[(1S,3R)-5-[(3S)-4,4-difluoro-3-hydroxy-3-methyl-butyl]-3-(hydroxymethyl)-1-methyl-3,4-dihydro-1H-isoquinolin-2-yl]ethanone ClC1=C(C(=CC=C1)Cl)CC(=O)N1[C@H](C2=CC=CC(=C2C[C@@H]1CO)CC[C@](C(F)F)(C)O)C